C(#N)C1=CC(=C(C=C1)NS(=O)(=O)C1=CNC=C1C=1C=NC=CC1)F N-(4-cyano-2-fluorophenyl)-4-pyridin-3-yl-1H-pyrrole-3-sulfonamide